4-chloro-N-methylaniline ClC1=CC=C(NC)C=C1